(3R)-3-(4-chlorophenyl)-2-[(5-chloropyridin-2-yl)methyl]-6-[2-hydroxy-1-(3-oxopiperazin-1-yl)propan-2-yl]-3-methoxy-2,3-dihydro-1H-isoindol-1-one ClC1=CC=C(C=C1)[C@@]1(N(C(C2=CC(=CC=C12)C(CN1CC(NCC1)=O)(C)O)=O)CC1=NC=C(C=C1)Cl)OC